B(O)(O)O.OCCNCCN hydroxyethylethylenediamine borate